(S,E)-N-((1,2,3,5,6,7-Hexahydro-s-indacen-4-yl)carbamoyl)-2-(1-((4-fluorophenyl)sulfonyl)pyrrolidin-2-yl)ethensulfonamid C1CCC2=C(C=3CCCC3C=C12)NC(=O)NS(=O)(=O)\C=C\[C@H]1N(CCC1)S(=O)(=O)C1=CC=C(C=C1)F